2-(1-benzylpiperidin-4-yl)ethyl 4-hydroxy-4-phenylpiperidine-1-carboxylate OC1(CCN(CC1)C(=O)OCCC1CCN(CC1)CC1=CC=CC=C1)C1=CC=CC=C1